S(=O)(=O)(OCCCCCCCCCSCC1=C(C(=CC=C1)CSCCCCCCCCCOS(=O)(=O)[O-])CSCCCCCCCCCOS(=O)(=O)[O-])[O-] ((benzene-1,2,3-triyltris(methylene))tris(sulfanediyl))tris(nonane-9,1-diyl) tris(sulfate)